8-fluoro-1-(3-hydroxypropylamino)-2,3,4,5-tetrahydro-1H-phenanthridin-6-one FC=1C=C2C(NC=3CCCC(C3C2=CC1)NCCCO)=O